2-[4-[(1S)-3-[4-[6-[8-(1,3-benzothiazol-2-ylcarbamoyl)-3,4-dihydro-1H-isoquinolin-2-yl]-2-tert-butoxycarbonyl-3-pyridyl]-3-methyl-phenoxy]-1-methyl-propyl]-1-piperidyl]acetic acid S1C(=NC2=C1C=CC=C2)NC(=O)C=2C=CC=C1CCN(CC21)C2=CC=C(C(=N2)C(=O)OC(C)(C)C)C2=C(C=C(OCC[C@H](C)C1CCN(CC1)CC(=O)O)C=C2)C